COC1=CC=C(CN(C2=NC=C(C=C2C(C)=O)Cl)CC2=CC=C(C=C2)OC)C=C1 1-(2-(bis(4-methoxybenzyl)amino)-5-chloropyridin-3-yl)ethan-1-one